C(C)(C)(C)OC(=O)N1CCN(CC1)C1=C(N(C=2N(C1=O)N=C(N2)C2=CC1=C(COC1)C=C2)CC(NC2=C(C=C(C=C2)Br)Cl)=O)CC tert-butyl-4-(4-{[(4-bromo-2-chlorophenyl)carbamoyl]methyl}-2-(1,3-dihydro-2-benzofuran-5-yl)-5-ethyl-7-oxo-[1,2,4]triazolo[1,5-a]pyrimidin-6-yl)piperazine-1-carboxylate